COC1=C2C=3CCN=CC3NC2=CC=C1 3,4-dihydro-5-methoxy-beta-carboline